CN1C=NC2=C1C=CC=C2C2=C(N=C(C(=N2)C(=O)N)NC2=CC=C(C=C2)N2CCOCC2)N[C@@H]2[C@H](C2)C |o1:33,34| 6-(1-Methylbenzimidazol-4-yl)-3-(4-morpholinoanilino)-5-[[rel-(1S,2S)-2-methylcyclopropyl]amino]pyrazin-2-carboxamid